NC(C(=O)O)CC1=CC=C(C=C1)Cl 2-amino-3-(4-chlorophenyl)propanoic acid